6-(benzyloxy)-1-[(E)-2-{5-[(6-chloropyridazin-3-yl)methoxy]-4-methoxy-2-methylphenyl}ethenyl]-7-methoxy-1,2,3,4-tetrahydroisoquinoline C(C1=CC=CC=C1)OC=1C=C2CCNC(C2=CC1OC)\C=C\C1=C(C=C(C(=C1)OCC=1N=NC(=CC1)Cl)OC)C